Diphenyl-benzidine C1(=CC=CC=C1)NC1=CC=C(C2=CC=C(NC3=CC=CC=C3)C=C2)C=C1